BrCC(=O)N(C)C1=CC(=CC=C1)F 2-bromo-N-(3-fluorophenyl)-N-methylacetamide